5-(1-((2R,3R,4R,5R)-3-fluoro-4-hydroxy-5-(hydroxymethyl)-3-methyltetrahydrofuran-2-yl)-1H-imidazol-4-yl)pyrimidin-4(3H)-one F[C@]1([C@@H](O[C@@H]([C@H]1O)CO)N1C=NC(=C1)C=1C(NC=NC1)=O)C